difluoro-2-(4-methyl-2-(trifluoromethyl)phenyl)acetamide FC(C(=O)N)(C1=C(C=C(C=C1)C)C(F)(F)F)F